FC1=C2C(=NC(=C1)C)NC(=C2C)C(=O)OC methyl 4-fluoro-3,6-dimethyl-1H-pyrrolo[2,3-b]pyridine-2-carboxylate